5-(2-chloro-5-fluoropyrimidin-4-yl)pyridin-2-ol ClC1=NC=C(C(=N1)C=1C=CC(=NC1)O)F